ClC1=NC=2C(CCC(C2C=C1)NC(C=C)=O)OC1=CC(=C(C=C1)Cl)Cl N-{2-chloro-8-(3,4-dichlorophenoxy)-5,6,7,8-tetrahydroquinolin-5-yl}acrylamide